ethyl-3-(4-{2-[2-(2-ethoxyethoxy)ethoxy]ethoxy}phenyl)-2-[4,7,10-tris(2-tert-butoxy-2-oxoethyl)-1,4,7,10-tetraazacyclododecan-1-yl]propanoate C(C)OC(C(CC1=CC=C(C=C1)OCCOCCOCCOCC)N1CCN(CCN(CCN(CC1)CC(OC(C)(C)C)=O)CC(OC(C)(C)C)=O)CC(=O)OC(C)(C)C)=O